BrC1=CC=C(C=C1)C1CCC(CC1)N(C)C 4-(4-bromophenyl)-N,N-dimethyl-cyclohexylamine